N,N'-bis(2,3-dihydroxypropyl)-5-[(hydroxyacetyl)-(2-hydroxyethyl)amino]-2,4,6-triiodo-1,3-benzenedicarboxamide OC(CNC(=O)C1=C(C(=C(C(=C1I)N(CCO)C(CO)=O)I)C(=O)NCC(CO)O)I)CO